4-(1,1-dimethylpropyl)-1-cyclohexanone CC(CC)(C)C1CCC(CC1)=O